CC1CC2(N(C(C1)C2)C(=O)OC(C)(C)C)C(C)OCCS(=O)(=O)C tert-butyl cis-3-methyl-1-(1-(2-(methylsulfonyl)ethoxy)ethyl)-6-azabicyclo[3.1.1]heptane-6-carboxylate